(cyclopentyl-(methyl)amino)ethan-1-ol C1(CCCC1)N(C)C(C)O